2-(difluoromethoxy)-4-(2-oxo-3-phenyl-1,3-diazinan-1-yl)benzaldehyde FC(OC1=C(C=O)C=CC(=C1)N1C(N(CCC1)C1=CC=CC=C1)=O)F